2-(2-(oct-1-yn-1-yl)phenyl)acetonitrile C(#CCCCCCC)C1=C(C=CC=C1)CC#N